C1(=CC=CC2=CC=C3C(=C12)C=1C=CC=CC1N3)CC(=O)O indolonaphthyl-acetic acid